CNC1C(CCCC1)O 2-(methylamino)cyclohexanol